9-(1-Cyclopenta-2,4-dienylmethyl-propyl)-9H-fluorene C1(C=CC=C1)CC(CC)C1C2=CC=CC=C2C=2C=CC=CC12